O=C1NC(CCC1N1C(C2=CC=C(C(=C2C1=O)F)CN1CCN(CC1)C1=CC=C(C=C1)N1N=C2C(=CC=CC2=C1)C(=O)N)=O)=O 2-(4-(4-((2-(2,6-dioxopiperidin-3-yl)-4-fluoro-1,3-dioxoisoindolin-5-yl)methyl)piperazin-1-yl)phenyl)-2H-indazole-7-carboxamide